CC1=CC(=NC(=C1)C(C)=O)C#CC(C)=O 4-methyl-2,6-diacetylethynyl-pyridine